C(=O)O.FC1=C(C=CC(=C1F)C)C1=NN=C(C2=CC=CC=C12)N[C@H]1CN(CCC1)C 4-(2,3-difluoro-4-methylphenyl)-N-[(3R)-1-methylpiperidin-3-yl]phthalazin-1-amine formate